{N,N-bis[2-(methylethoxy)ethyl] carbamoyl}methyl methyl (2E)-but-2-ene-1,4-dioate C(\C=C\C(=O)OC)(=O)OCC(N(CCOC(C)C)CCOC(C)C)=O